tert-butyl 5-(4-((4-([1,2,4]triazolo[1,5-a]pyridin-7-yloxy)-3-methylphenyl)amino)pyrido[3,2-d]pyrimidin-6-yl)-2,5-diazabicyclo[2.2.1]heptane-2-carboxylate N=1C=NN2C1C=C(C=C2)OC2=C(C=C(C=C2)NC=2C1=C(N=CN2)C=CC(=N1)N1C2CN(C(C1)C2)C(=O)OC(C)(C)C)C